[3,3,3-2H]pyruvate C(C(=O)C([2H])([2H])[2H])(=O)[O-]